(1S,2S)-N-(6-(5-chloro-7-(2,5-dihydrofuran-2-yl)-6-fluoro-1H-indazol-4-yl)imidazo[1,2-a]pyrazin-2-yl)-2-fluorocyclopropane-1-carboxamide ClC=1C(=C2C=NNC2=C(C1F)C1OCC=C1)C=1N=CC=2N(C1)C=C(N2)NC(=O)[C@H]2[C@H](C2)F